N(=[N+]=[N-])CCOCCOCCC(=O)NCCCC(=O)N[C@@H](CCCCNC(CCOCCOCCN=[N+]=[N-])=O)C(=O)N[C@@H](CCCCNC(CCOCCOCCN=[N+]=[N-])=O)C(=O)OC1=C(C(=C(C(=C1F)F)F)F)F Perfluorophenyl N2-(N2-(4-(3-(2-(2-azidoethoxy)ethoxy)propanamido)butanoyl)-N6-(3-(2-(2-azidoethoxy)ethoxy)propanoyl)-L-lysyl)-N6-(3-(2-(2-azidoethoxy)ethoxy)propanoyl)-L-lysinate